NCCN1C2=C(C3=C(CC1)C=CS3)C=C(C(=C2)C=2C(=NC(=CC2)C(NCCC)=O)C(=O)O)C(NC2=CC=C(C=C2)CN)=O 3-(6-(2-aminoethyl)-9-((4-(aminomethyl)phenyl)carbamoyl)-5,6-dihydro-4H-benzo[b]thieno[2,3-d]azepin-8-yl)-6-(propylcarbamoyl)picolinic acid